(3r,4r)-4-(hydroxymethyl)piperidin-3-ol OC[C@@H]1[C@H](CNCC1)O